C(C1=CC=CC=C1)C12CN(CCC1=NN(C2=O)C)C([C@@H](COCC2=CC=CC=C2)NC(OC(C)(C)C)=O)=O Tert-butyl ((2R)-1-(3a-benzyl-2-methyl-3-oxo-2,3,3a,4,6,7-hexahydro-5H-pyrazolo[4,3-c]pyridin-5-yl)-3-(benzyloxy)-1-oxopropan-2-yl)carbamate